3-chloro-9-(4,7-diazaspiro[2.5]octan-7-yl)-5-(2,6-difluorophenyl)-6H-pyrazolo[1,5-a][1,3,5]benzotriazepine ClC=1C=NN2C1N=C(NC1=C2C=C(C=C1)N1CCNC2(CC2)C1)C1=C(C=CC=C1F)F